FC1(C(C1)C1=NOC=C1C(=O)O)F 3-(2,2-difluorocyclopropyl)isoxazole-4-carboxylic acid